OC1=C(C=NC=C1C)C1=CC=NC2=CC(=CC=C12)OC 4-(4-hydroxy-5-methylpyridin-3-yl)-7-methoxy-quinoline